2-amino-6-borono-2-(3-(4-nitrophenoxy)propyl)hexanoic acid NC(C(=O)O)(CCCCB(O)O)CCCOC1=CC=C(C=C1)[N+](=O)[O-]